N-{5-(ethylsulfonyl)-6-[1-methyl-5-(trifluoromethyl)-1H-benzimidazol-2-yl]pyridin-2-yl}acetamide C(C)S(=O)(=O)C=1C=CC(=NC1C1=NC2=C(N1C)C=CC(=C2)C(F)(F)F)NC(C)=O